C(#N)CCNC1=C(C=C(C=C1)S(=O)(=O)C=1C(=C(C(=O)N)C=CC1)OC=1C=C2C(=NC1)NC=C2)[N+](=O)[O-] {4-[(2-cyanoethyl)amino]-3-nitrophenyl}sulfonyl-2-(1H-pyrrolo[2,3-b]pyridin-5-yloxy)benzamide